HEXENYL-3-CIS-LACTATE C(=CCCCC)OC(C(O)C)=O